5-(5-chloro-3-methylthiophene-2-yl)-1H-tetrazole ClC1=CC(=C(S1)C1=NN=NN1)C